OC1=NC(=NC=2C3=C(C(=CC12)C1CCNCC1)OCO3)C 4-(6-hydroxy-8-methyl-[1,3]dioxolo[4,5-H]quinazolin-4-yl)piperidine